CNC(OC1=CC=C(C=C1)SCC)=O p-(ethylthio)phenyl methylcarbamate